C(C)NC1=NC=NC(=C1C)NC1=NNC(=C1)C 4-(ethylamino)-5-methyl-6-((5-methyl-1H-pyrazol-3-yl)amino)pyrimidin